NC([C@H](C[C@H]1C(NCCO1)=O)NC(OC(C)(C)C)=O)=O tert-butyl ((S)-1-amino-1-oxo-3-((S)-3-oxomorpholin-2-yl)propan-2-yl)carbamate